1-amino-4-bromopyrrole-2-carboxamide NN1C(=CC(=C1)Br)C(=O)N